NC1=CC=C(C=C1)N1CCC2(CC1)CCN(CC2)CC2CCN(CC2)C=2C=C1CN(C(C1=CC2)=O)C2C(NC(CC2)=O)=O 3-[5-[4-[[3-(4-aminophenyl)-3,9-diazaspiro[5.5]undecan-9-yl]methyl]-1-piperidyl]-1-oxo-isoindolin-2-yl]piperidine-2,6-dione